isopropyl 1-ethylcyclohexanecarboxylate C(C)C1(CCCCC1)C(=O)OC(C)C